N-Butyl-6-methoxy-4-(1-methylpiperidin-4-yl)-1H-benzo[d]imidazole-1-carboxamide C(CCC)NC(=O)N1C=NC2=C1C=C(C=C2C2CCN(CC2)C)OC